mercaptopropylmethyl-monomethoxysilane SCCC[SiH](OC)C